tert-Butyl 5-(2-(2-(pyridin-3-yloxy)acetamido)ethyl)hexahydrocyclopenta[c]pyrrol-2(1H)-carboxylat N1=CC(=CC=C1)OCC(=O)NCCC1CC2C(CN(C2)C(=O)OC(C)(C)C)C1